ClC=1C(=NC=C(N1)C)C(C)=O 1-(3-chloro-5-methyl-pyrazin-2-yl)ethanone